BrC1=CC(=C(C=C1)N(C(=O)C=1C=NC=CC1)CC1=CC=C2C=CC(=NC2=C1)NC(OC(C)(C)C)=O)S(=O)(=O)C tert-butyl N-(7-{[N-(4-bromo-2-methanesulfonylphenyl)-1-(pyridin-3-yl)formamido]methyl}quinolin-2-yl)carbamate